8-Bromo-1-(4-methoxybenzyl)-2-oxo-2,3-dihydro-1H-benzo[b]azepine-4-carbohydrazide BrC=1C=CC2=C(N(C(CC(=C2)C(=O)NN)=O)CC2=CC=C(C=C2)OC)C1